2,4-dichloro-5,7-dimethyl-1,8-naphthyridine ClC1=NC2=NC(=CC(=C2C(=C1)Cl)C)C